methyl 4-bromo-2-(((2,4-dioxo-3-azabicyclo[3.1.1]heptan-1-yl)amino)methyl)benzoate BrC1=CC(=C(C(=O)OC)C=C1)CNC12C(NC(C(C1)C2)=O)=O